6-amino-2-(ethylsulfonylamino)-9-[(4-fluorophenyl)methyl]-7H-purin-8-one NC1=C2NC(N(C2=NC(=N1)NS(=O)(=O)CC)CC1=CC=C(C=C1)F)=O